2-(2-aminopyridin-4-yl)-3-(2-fluorophenyl)-6,6-dimethyl-1,5,6,7-tetrahydro-4H-pyrrolo[3,2-c]pyridin-4-one formic acid salt C(=O)O.NC1=NC=CC(=C1)C1=C(C=2C(NC(CC2N1)(C)C)=O)C1=C(C=CC=C1)F